N=C1C(C(C(C(C1O)=N)O)=N)O 1,3,5-triimino-2,4,6-trihydroxybenzene